COC1[C@H](C(C1)OC1=C(C=C(C=C1)NC=1C=NC2=CC=CC=C2C1)NC1=NC=CC=N1)[C@@H]1CS(CCN1)(=O)=O (1r,3r)-3-{2-methoxy-4-[4-(3-quinolylamino)-2-pyrimidinylaminophenoxy]cyclobutyl}-1λ6,4-thiazinane-1,1-dione